6-fluoro-2-methyl-2H-benzo[d][1,2,3]triazol-5-amine FC=1C(=CC=2C(=NN(N2)C)C1)N